ClC=1C=CC(=C(C1)C1=CC(=C(N=N1)CO)NC1=CC(=NC=N1)NC(=O)C1CC(C1)N1CC(CCC1)C(=O)OC(C)(C)C)F tert-butyl 1-{3-[(6-{[6-(5-chloro-2-fluorophenyl)-3-(hydroxymethyl)pyridazin-4-yl]amino}pyrimidin-4-yl)carbamoyl]cyclobutyl}piperidine-3-carboxylate